FC1=C(C=CC=C1C(=O)C1=NNC2=NC=C(C=C21)C2=C(C=C(C=C2)F)C)NS(=O)(=O)C N-(2-Fluoro-3-(5-(4-fluoro-2-methylphenyl)-1H-pyrazolo[3,4-b]pyridin-3-carbonyl)-phenyl)methansulfonamid